C1(=CC=CC=C1)N1C(CNCC1)N 1-phenylpiperazine-2-amine